6-(4-chlorobenzyl)-2-ethyl-8-(morpholin-4-yl)-2,6-dihydroimidazo[1,2-c]pyrido[2,3-e]pyrimidin-5(3H)-one ClC1=CC=C(CN2C(N3C(C4=C2C=C(C=N4)N4CCOCC4)=NC(C3)CC)=O)C=C1